C(C)(C)(C)OC(=O)N1CCC(C2=CC=CC=C12)(C)O 4-hydroxy-4-methyl-2,3-dihydroquinoline-1-carboxylic acid tert-butyl ester